ClC=1C=NN2CCOC3=C(C21)C=CC(=C3)C(=O)N[C@@H]3CNCC[C@H]3C3=CC(=CC(=C3)F)F 1-chloro-N-((3S,4S)-4-(3,5-difluorophenyl)piperidin-3-yl)-5,6-dihydrobenzo[f]pyrazolo[1,5-d][1,4]oxazepin-9-carboxamide